(R)-6-((4-Hydroxy-1-(4,4,4-trifluoro-3-phenylbutanoyl)piperidin-4-yl)methyl)-2-methyl-3-(4-(morpholinomethyl)phenyl)-2H-pyrazolo[4,3-d]pyrimidin-7(6H)-one OC1(CCN(CC1)C(C[C@@H](C(F)(F)F)C1=CC=CC=C1)=O)CN1C=NC=2C(C1=O)=NN(C2C2=CC=C(C=C2)CN2CCOCC2)C